C(C)(C)(C)OC(=O)C=1NC=C(C1C#CC1=CC=CC=C1)C(=O)OC(C)(C)C 3-(Phenylethynyl)-1H-pyrrole-2,4-dicarboxylic acid di-tert-butyl ester